ClC=1C=C(C=CC1)C=1N=C(NC1C)CC1=C(C=C(C=C1)Cl)Cl 4-(3-Chlorophenyl)-2-(2,4-dichlorobenzyl)-5-methylimidazole